(R)-5-(1,2-dithiolan-3-yl)-N-(6-(4-(hydroxymethyl)-4-((tris(4-methoxyphenyl)methoxy)methyl)piperidin-1-yl)-6-oxohexyl)pentanamide S1S[C@@H](CC1)CCCCC(=O)NCCCCCC(=O)N1CCC(CC1)(COC(C1=CC=C(C=C1)OC)(C1=CC=C(C=C1)OC)C1=CC=C(C=C1)OC)CO